C(C)(=O)OCC=1N=NN2C1CN([C@H](C2)C)C(NC2=CC(=C(C=C2)F)C#N)=O (S)-(5-((3-Cyano-4-fluorophenyl)carbamoyl)-6-methyl-4,5,6,7-tetrahydro-[1,2,3]triazolo[1,5-a]pyrazin-3-yl)methyl acetate